4H-[1,2,4]Triazolo[1,5-a]Benzimidazole N1=CN=C2NC3=C(N21)C=CC=C3